C1(=CC=C(C=C1)C1=NC(=NC(=C1)C=1C=C(C=CC1)C1=CC=C(C=C1)B1OC(C(O1)(C)C)(C)C)C1=CC=CC=C1)C1=CC=CC=C1 4-([1,1'-biphenyl]-4-yl)-2-phenyl-6-(4'-(4,4,5,5-tetramethyl-1,3,2-dioxaborolan-2-yl)-[1,1'-biphenyl]-3-yl)pyrimidine